sodium bis(lauryl-glutamine) C(CCCCCCCCCCC)N[C@@H](CCC(N)=O)C(=O)O.C(CCCCCCCCCCC)N[C@@H](CCC(N)=O)C(=O)O.[Na]